bis(2-methyl-4-phenylcyclopenta[b]indolyl)zirconium dichloride [Cl-].[Cl-].CC=1C(C2=C(N(C=3C=CC=CC23)C2=CC=CC=C2)C1)[Zr+2]C1C(=CC=2N(C=3C=CC=CC3C21)C2=CC=CC=C2)C